CC1NC(CC=2C3=CC=CC=C3NC12)C(=O)O (1xi,3xi)-1,2,3,4-Tetrahydro-1-methyl-beta-carboline-3-carboxylic acid